L-alpha-aspartyl-L-prolyl-L-valinate N[C@@H](CC(O)=O)C(=O)N1[C@@H](CCC1)C(=O)N[C@@H](C(C)C)C(=O)[O-]